N-(4-(6-ethoxypyrazin-2-yl)phenyl)-2-methyl-2-(2-((1-methylethyl)sulfonamido)thiazol-4-yl)propanamide C(C)OC1=CN=CC(=N1)C1=CC=C(C=C1)NC(C(C)(C=1N=C(SC1)NS(=O)(=O)C(C)C)C)=O